(1r,4r)-4-((4-nitrobenzyl)amino)cyclohexane-1-carbonitrile [N+](=O)([O-])C1=CC=C(CNC2CCC(CC2)C#N)C=C1